2-(3'-ethoxy-4'-(7-oxo-6,7-dihydro-3H-[1,2,3]triazolo[4,5-d]pyrimidin-5-yl)-[1,1'-biphenyl]-3-yl)-2-methylpropanoic acid C(C)OC=1C=C(C=CC1C=1NC(C2=C(N1)NN=N2)=O)C2=CC(=CC=C2)C(C(=O)O)(C)C